5-{2-[5-Fluoro-2-(chinolin-8-sulfonamido)phenyl]ethynyl}pyridin FC=1C=CC(=C(C1)C#CC=1C=CC=NC1)NS(=O)(=O)C=1C=CC=C2C=CC=NC12